ethyl 3-(4-bromophenyl)-2-(cyclopentanecarbonyloxy)-3-oxopropanoate BrC1=CC=C(C=C1)C(C(C(=O)OCC)OC(=O)C1CCCC1)=O